(S)-4-((2-(2,4-dihydroxy-6-(pyridin-2-ylmethoxy)benzoyl)-1,2,3,4-tetrahydroisoquinolin-8-yl)amino)-1-methylpyrrolidin-2-one OC1=C(C(=O)N2CC3=C(C=CC=C3CC2)N[C@H]2CC(N(C2)C)=O)C(=CC(=C1)O)OCC1=NC=CC=C1